tert-Butyl (4-(dimethylamino)butyl)(3-(4,4-dimethylpiperidin-1-yl)-4-nitrophenyl)carbamate CN(CCCCN(C(OC(C)(C)C)=O)C1=CC(=C(C=C1)[N+](=O)[O-])N1CCC(CC1)(C)C)C